NC(CC(=O)O)C(NCCOC(CCC)=O)=O 3-amino-3-{[2-(butyryloxy)ethyl]carbamoyl}propanoic acid